7-(4,7-diazaspiro[2.5]octan-7-yl)-9-methyl-2-(2-methylimidazo[1,2-b]pyridazin-6-yl)pyrido[1,2-a]pyrimidin-4-one C1CC12NCCN(C2)C=2C=C(C=1N(C(C=C(N1)C=1C=CC=3N(N1)C=C(N3)C)=O)C2)C